N1C2C(CC(C1)C(=O)O)CCC2 octahydro-1H-cyclopenta[b]pyridine-3-carboxylic acid